COC=1C=C(OCCNC2(CCOCC2)C(=O)N[C@@H](C)C2=CC=C(C(=O)OC)C=C2)C=CC1 Methyl 4-[(1S)-1-[[4-[2-(3-methoxyphenoxy)ethylamino]tetrahydropyran-4-carbonyl]amino]ethyl]benzoate